OC1(CN(C2(CC2)CC1)C(=O)NC=1C(=NNC1)C1=CC2=C(C=N1)C=NN2CC(C)C)C 6-Hydroxy-N-(3-(1-isobutyl-1H-pyrazolo[4,3-c]pyridin-6-yl)-1H-pyrazol-4-yl)-6-methyl-4-azaspiro[2.5]octane-4-carboxamide